ClC1=NC=2CC(CCC2C(=N1)C1=C(C(=CC=C1)C)C)C1=C(N=CS1)C 5-(2-chloro-4-(2,3-dimethylphenyl)-5,6,7,8-tetrahydroquinazolin-7-yl)-4-methylthiazole